(R)-N-(2-fluoro-3-hydroxy-3-methylbutyl)-7-(isopropylamino)-2-(2-methoxypyridin-3-yl)pyrazolo[1,5-a]pyrimidine-6-carboxamide F[C@H](CNC(=O)C=1C=NC=2N(C1NC(C)C)N=C(C2)C=2C(=NC=CC2)OC)C(C)(C)O